C1(CC1)C=1C=2N(C(=CC1)C#CC1=NN(C(=C1C(=O)N)NC)[C@@H]1CN([C@H](C1)COC)C(C=C)=O)C=NC2 3-(2-{8-cyclopropylimidazo[1,5-a]pyridin-5-yl}ethynyl)-1-[(3S,5R)-5-(methoxymethyl)-1-(prop-2-enoyl)pyrrolidin-3-yl]-5-(methylamino)pyrazole-4-carboxamide